ClC=1N=C(C=2C(N1)=CN(N2)C)NC2(CC(C2)(F)F)C2=CC=C(C=C2)C=2N(C=C(N2)C(F)(F)F)C 5-chloro-N-(3,3-difluoro-1-(4-(1-methyl-4-(trifluoromethyl)-1H-imidazol-2-yl)phenyl)cyclobutyl)-2-methyl-2H-pyrazolo[4,3-d]pyrimidin-7-amine